CC(C(=O)OCC(F)(F)F)(CN1N=C(C2=CC=CC=C12)C1=CC=CC=C1)C 2,2,2-Trifluoroethyl 2,2-dimethyl-3-(3-phenyl-1H-indazol-1-yl)propanoate